1-(4-fluorobenzoyl)-N-(3-phenyl-1H-pyrazol-4-yl)piperidine-3-carboxamide FC1=CC=C(C(=O)N2CC(CCC2)C(=O)NC=2C(=NNC2)C2=CC=CC=C2)C=C1